C(C)OC(=O)C1(CC1)N(CCCC(=O)OCC)C(=O)OC(C)(C)C 1-((tert-Butoxycarbonyl)(4-ethoxy-4-oxobutyl)amino)cyclopropane-1-carboxylic acid ethyl ester